C1(CC1)C1=NOC(=N1)CN1C(C2(CCN(CC2)C(=O)C=2C=C3C=NNC3=CC2)C2=C(C=CC=C12)C)=O 1-[(3-cyclopropyl-1,2,4-oxadiazol-5-yl)methyl]-1'-(1H-indazole-5-carbonyl)-4-methylspiro[indole-3,4'-piperidin]-2-one